5-[(E)-2-ethoxyvinyl]-2-(methylsulfonyl)pyrimidine-4-carboxylic acid methyl ester COC(=O)C1=NC(=NC=C1\C=C\OCC)S(=O)(=O)C